FC=1C(=CC2=CN(N=C2C1)C1OCCCC1)N=C(C1=CC=CC=C1)C1=CC=CC=C1 N-(6-fluoro-2-(tetrahydro-2H-pyran-2-yl)-2H-indazol-5-yl)-1,1-diphenylmethanimine